C(C)C(CP(O)(=O)C(CCCCCC)C)CCCC (2-ethylhexyl)(1-methylheptyl)phosphinic acid